tert-butyl 4-(4-(5-(2-(2,6-dioxopiperidin-3-yl)-1-oxoisoindolin-4-yl)hept-6-yn-1-yl)piperazin-1-yl)piperidine-1-carboxylate O=C1NC(CCC1N1C(C2=CC=CC(=C2C1)C(CCCCN1CCN(CC1)C1CCN(CC1)C(=O)OC(C)(C)C)C#C)=O)=O